C(#N)C1=CC(=C(O[C@H](C(=O)OC)C)C=C1)C(CC)(F)F methyl (S)-2-(4-cyano-2-(1,1-difluoropropyl)phenoxy)propanoate